3,6-dicyano-5-(4-nitrophenyl)-1,2,4-triazazine C(#N)N1NN=C(C(=N1)C1=CC=C(C=C1)[N+](=O)[O-])C#N